C1(CCC1)C[C@H](NC(CC1CC(C1)(F)F)=O)C1=CC=2N(N=C1)C=C(N2)[C@@H](NC(=O)C2=NON=C2C)C2CCC(CC2)(F)F |o1:5| N-((S)-(7-((S*)-2-Cyclobutyl-1-(2-(3,3-difluorocyclobutyl)acetamido)ethyl)imidazo[1,2-b]pyridazin-2-yl)(4,4-difluorocyclohexyl)methyl)-4-methyl-1,2,5-oxadiazole-3-carboxamide